C(C)(C)(C)OC(=O)N1C[C@H](CCC1)N (S)-3-Aminopiperidine-1-carboxylic acid tert-butyl ester